(S)-N-(((R)-2-methoxy-1,2,3,5,6,7-hexahydro-s-indacen-4-yl)carbamoyl)-6,6-dimethyl-N'-trityl-6,7-dihydro-5H-pyrazolo[5,1-b][1,3]oxazine-3-sulfonimidamide CO[C@@H]1CC2=CC=3CCCC3C(=C2C1)NC(=O)N[S@@](=O)(=NC(C1=CC=CC=C1)(C1=CC=CC=C1)C1=CC=CC=C1)C=1C=NN2C1OCC(C2)(C)C